N1(CCC2=CC=CC=C12)CC(=O)N1CCC(=CC1)B1OC(C(O1)(C)C)(C)C 2-(indolin-1-yl)-1-(4-(4,4,5,5-tetramethyl-1,3,2-dioxaborolan-2-yl)-3,6-dihydropyridin-1(2H)-yl)ethan-1-one